(3S,4S)-2,4-DIMETHYLHEPT-6-EN-3-OL CC(C)[C@@H]([C@H](CC=C)C)O